trans-5-(4-hydroxycyclohexyl)-8-((4-methylpiperazin-1-yl)methyl)-3-((4,4,4-trifluorobutyl)amino)pyrimido[4,5-c]isoquinolin-6(5H)-one O[C@@H]1CC[C@H](CC1)N1C(C=2C=C(C=CC2C2=C1N=C(N=C2)NCCCC(F)(F)F)CN2CCN(CC2)C)=O